NCC(CC1CN(C(O1)=O)C=1C=CC=2OCC(NC2N1)=O)O[Si](C)(C)C(C)(C)C 6-[5-[3-Amino-2-[tert-butyl(dimethyl)silyl]oxypropyl]-2-oxo-1,3-oxazolidin-3-yl]-4H-pyrido[3,2-b][1,4]oxazin-3-one